C(C)(C)(C)OC(=O)N[C@H](C(=O)O)CC1CCN(S1(=O)=O)CC1=CC=C(C=C1)OC (2S)-2-[(tert-butoxycarbonyl)amino]-3-{2-[(4-methoxyphenyl)methyl]-1,1-dioxo-1lambda6,2-thiazolidin-5-yl}propanoic acid